N=1N(N=NC1)CC1=CC=C(C=C1)C(C(=O)NC=1SC(=CN1)Cl)C1CC(CC1)(F)F rac-2-(4-((2H-tetrazol-2-yl)methyl)phenyl)-N-(5-chlorothiazol-2-yl)-2-(3,3-difluorocyclopentyl)acetamide